CC=1C=C(C=CC1OC1=CC2=C(N(C=N2)C)C=C1)NC1=NC=NC=C1O 4-((3-methyl-4-((1-methylbenzimidazol-5-yl)oxy)phenyl)amino)pyrimidin-5-ol